ClC=1C(=CC2=C(OC(O2)(F)F)C1)CN1OC(C(C1=O)(C)C)OCC[Si](C)(C)C 2-[(6-chloro-2,2-difluoro-1,3-benzodioxol-5-yl)methyl]-4,4-dimethyl-5-(2-trimethylsilylethoxy)isoxazolidin-3-one